C1(CC1)C=1N=NN(C1)[C@H](C(=O)N1[C@@H](C[C@H](C1)O)C(=O)NCC1=C2N(N=C1)C=CN2C)C(C)(C)C (2S,4r)-1-[(2S)-2-(4-cyclopropyl-triazol-1-yl)-3,3-dimethyl-butyryl]-4-hydroxy-N-[(1-methylimidazo[1,2-b]pyrazol-7-yl)methyl]pyrrolidine-2-carboxamide